O1-tert-butyl O2-methyl (2S,4S)-4-[(6-bromo-2-pyridyl)sulfanyl]pyrrolidine-1,2-dicarboxylate BrC1=CC=CC(=N1)S[C@H]1C[C@H](N(C1)C(=O)OC(C)(C)C)C(=O)OC